NC1=C(C(=NC=N1)C=1C(=C(C=C(C1)F)NC(C1=C(C=C(C=C1)C1CC1)F)=O)C)OC1CN(C1)C(C#C)=O N-(3-(6-Amino-5-((1-propioloylazetidin-3-yl)oxy)pyrimidin-4-yl)-5-fluoro-2-methylphenyl)4-cyclopropyl-2-fluorobenzamide